OC1=C(C(=O)[O-])C=CC(=C1)O.[Cu+2].OC1=C(C(=O)[O-])C=CC(=C1)O copper 2,4-dihydroxybenzoate salt